C1CC(CCC1C(=O)O)C(=O)O (1s,4s)-cyclohexane-1,4-dicarboxylic acid